methyl-tri(octadecyl)ammonium bromide [Br-].C[N+](CCCCCCCCCCCCCCCCCC)(CCCCCCCCCCCCCCCCCC)CCCCCCCCCCCCCCCCCC